S1C(=CC=C1)C=CC(C)=O 4-(2-thiophenyl)-3-buten-2-one